CC1CC2=C(NN=C2CC1)C(=O)N 5-methyl-4,5,6,7-tetrahydro-2H-indazole-3-carboxamide